3-bromo-5,5,8,8-tetramethyl-5,6,7,8-tetrahydronaphthalene BrC=1C=CC=2C(CCC(C2C1)(C)C)(C)C